C(C1=CC=CC=C1)N1CC(C(CC1)OS(=O)(=O)C(F)(F)F)(F)F N-benzyl-3,3-difluoro-4-trifluoromethylsulfonyloxypiperidine